C(C)O[Si](C)(CCCOCC1CO1)OCC diethoxy(3-(glycidoxy)propyl)methylsilane